N-(((S)-3-((4-methylpiperazin-1-yl)methyl)-5-nitro-3,4-Dihydro-2H-benzo[b][1,4]oxazin-7-yl)sulfonyl)picolinamide CN1CCN(CC1)C[C@@H]1NC2=C(OC1)C=C(C=C2[N+](=O)[O-])S(=O)(=O)NC(C2=NC=CC=C2)=O